C(#N)C=1C(=C(SC1)C(CC(F)(F)F)N(CCNC(OC(C)(C)C)=O)C1CC1)F tert-butyl (2-((1-(4-cyano-3-fluorothiophen-2-yl)-3,3,3-trifluoropropyl) (cyclopropyl)amino)ethyl)carbamate